BrC1=C(OC(C)(O)C2=CC=CC=C2)C(=CC=C1)Br (2,6-dibromophenoxy)-1-phenylethan-1-ol